FC1=C(C=C(C(=C1)N1CCNCC1)F)[C@H](CNC(=O)C=1C=C2C(=NC1)N(C=C2)CC)C (R)-N-(2-(2,5-difluoro-4-(piperazin-1-yl)phenyl)propyl)-1-ethyl-1H-pyrrolo[2,3-b]pyridine-5-carboxamide